N-(6-(4-isopropyl-4H-1,2,4-triazol-3-yl)pyridin-2-yl)-5-(4-(methylthio)phenyl)-1H-pyrrole-2-carboxamide C(C)(C)N1C(=NN=C1)C1=CC=CC(=N1)NC(=O)C=1NC(=CC1)C1=CC=C(C=C1)SC